1-((2S)-2-((1R,3aS,7aR,E)-4-(bromomethylene)-7a-methyl-octahydro-1H-inden-1-yl)propyl)-4-(difluoromethyl)piperidine Br\C=C/1\[C@H]2CC[C@@H]([C@]2(CCC1)C)[C@@H](CN1CCC(CC1)C(F)F)C